C(C)(C)(C)C1=CC=C(C=C1)N(C(=O)[C@@H]1N([C@H](CC1)C)C#N)C(C(=O)NC1CCCCC1)C=1C=NC=CC1 (2R,5S)-N-(4-(tert-butyl)phenyl)-1-cyano-N-(2-(cyclohexylamino)-2-oxo-1-(pyridin-3-yl)ethyl)-5-methylpyrrolidine-2-carboxamide